ClC=1C=C2N(N=CC(=C2C(C)C)C(=O)OCC)C1 ethyl 6-chloro-4-(propan-2-yl)pyrrolo[1,2-b]pyridazine-3-carboxylate